N-(bis(4-chlorophenyl)methylene)-p-ethylaniline ClC1=CC=C(C=C1)C(=NC1=CC=C(C=C1)CC)C1=CC=C(C=C1)Cl